(3-amino-1-(5-(6-isopropyl-2-methoxypyridin-3-yl)imidazo[2,1-b][1,3,4]thiadiazol-2-yl)azetidin-3-yl)methanol dideoxycytidine-5'-triphosphate P(O)(=O)(OP(=O)(O)OP(=O)(O)O)OC[C@@H]1CC[C@@H](O1)N1C(=O)N=C(N)C=C1.NC1(CN(C1)C1=NN2C(S1)=NC=C2C=2C(=NC(=CC2)C(C)C)OC)CO